BrC1=CC=CC(=N1)NC([C@H](C(C)C)NC(OC(C)(C)C)=O)=O (S)-tert-butyl (1-((6-bromopyridin-2-yl)amino)-3-methyl-1-oxobutan-2-yl)carbamate